ethyl 2-(2-((7-iodo-5-((3-(2-methoxy-2-oxoethyl)phenoxy)methyl)benzofuran-2-yl)methoxy)phenyl)acetate IC1=CC(=CC=2C=C(OC21)COC2=C(C=CC=C2)CC(=O)OCC)COC2=CC(=CC=C2)CC(=O)OC